Cl[C@H](C(=O)N(CCC(=O)N)NC([C@H](CC(C)C)NC(CNC1=CC(=CC=C1)OC)=O)=O)F 3-[[(2R)-2-chloro-2-fluoro-acetyl]-[[(2S)-2-[[2-(3-methoxyanilino)acetyl]amino]-4-methyl-pentanoyl]amino]amino]propanamide